BrC(C)C1=C(C(=C(C=C1)C=1N(C=C(N1)C(F)(F)F)C(C)C)F)OC 2-(4-(1-bromoethyl)-2-fluoro-3-methoxyphenyl)-1-isopropyl-4-(trifluoromethyl)-1H-imidazole